CC1=CC=C(C=C1)S(=O)(=O)[O-] 4-Methylbenzenesulfonate